C(C)(C)(C)N[C@@H](CC(N)=O)C(=O)[O-] tert-Butyl-L-asparaginat